C(C)(C)NC(O[C@H]1CO[C@H](C1)C1=CC(=NN1)NC1=CC=CC2=C1CNS2(=O)=O)=O (3R,5R)-5-(3-((1,1-dioxido-2,3-dihydrobenzo[d]isothiazol-4-yl)amino)-1H-pyrazol-5-yl)tetrahydrofuran-3-yl isopropylcarbamate